N-(1-(3,3-difluoropropyl)-1H-pyrazolo[3,4-b]pyridin-6-yl)-4-((2-hydroxyethyl)sulfonamido)-2-(6-azaspiro[2.5]octan-6-yl)benzamide FC(CCN1N=CC=2C1=NC(=CC2)NC(C2=C(C=C(C=C2)NS(=O)(=O)CCO)N2CCC1(CC1)CC2)=O)F